CC=1N=C2N(N=C(C=C2NCC2=CC=NC=C2)C)C1 2,6-DIMETHYL-N-((PYRIDIN-4-YL)METHYL)IMIDAZO[1,2-B]PYRIDAZIN-8-AMINE